6-[7-tert-butyl-3-(5-methylisoxazol-3-yl)-[1,2,4]triazolo[4,3-b]pyridazin-6-yloxymethyl]-N-cyclobutylnicotinamide C(C)(C)(C)C1=CC=2N(N=C1OCC1=NC=C(C(=O)NC3CCC3)C=C1)C(=NN2)C2=NOC(=C2)C